C1(CC1)C1=C(C=CC(=C1F)C1=NC=NN2C1=CC=C2)CN (2-cyclopropyl-3-fluoro-4-(pyrrolo[2,1-f][1,2,4]triazin-4-yl)phenyl)methanamine